5-((1-(3-fluoropropyl)azetidin-3-yl)methyl)thiophene-2-carbaldehyde FCCCN1CC(C1)CC1=CC=C(S1)C=O